C1(=CC=CC2=CC=CC=C12)C1=C(C(=C(C2=C(C=3C(=C(C(=C(C3C=C12)[2H])[2H])[2H])[2H])[2H])[2H])[2H])[2H] naphthylanthracene-d8